N(=C=O)C(C)C1=CC=C(C=C1)N=C=O p-(1-isocyanatoethyl)-phenyl isocyanate